The molecule is a multi-methyl-branched fatty acyl-CoA(4-) obtained by deprotonation of phosphate and diphosphate functions of (2S)-pristanoyl-CoA; major species at pH 7.3. It is a conjugate base of a (2S)-pristanoyl-CoA. C[C@@H](CCCC(C)CCCC(C)CCCC(C)C)C(=O)SCCNC(=O)CCNC(=O)[C@@H](C(C)(C)COP(=O)([O-])OP(=O)([O-])OC[C@@H]1[C@H]([C@H]([C@@H](O1)N2C=NC3=C(N=CN=C32)N)O)OP(=O)([O-])[O-])O